[Si](C)(C)(C(C)(C)C)OCC1(CC2N(C=3N(C(N=C(C3)Cl)=O)C2)CC1)CO[Si](C)(C)C(C)(C)C 8,8-bis(((tert-butyldimethylsilyl)oxy)methyl)-3-chloro-6,7,8,9,9a,10-hexahydro-1H-pyrido[1',2':3,4]imidazolo[1,2-c]pyrimidin-1-one